N6,N6-Dipropyl-N2-((6-(2-(methylsulfonyl)pyrimidin-5-yl)hex-5-ynoyl)-L-valyl)-L-lysine C(CC)N(CCCC[C@H](NC([C@@H](NC(CCCC#CC=1C=NC(=NC1)S(=O)(=O)C)=O)C(C)C)=O)C(=O)O)CCC